ClCCC=CCC=CCC 1-chloronon-3,6-diene